tert-butyl (S)-4-(4-aminophenyl)-3,3-difluoropyrrolidine-1-carboxylate NC1=CC=C(C=C1)[C@@H]1C(CN(C1)C(=O)OC(C)(C)C)(F)F